ClC1=CC=C2CO[C@H](C2=C1)[C@H]1O[C@H]([C@H]2[C@@H]1OC(O2)(C)C)N2C=CC1=C2N=CN=C1C 7-[(3aR,4R,6R,6aR)-6-[(1R)-6-chloro-1,3-dihydroisobenzofuran-1-yl]-2,2-dimethyl-3a,4,6,6a-tetrahydrofuro[3,4-d][1,3]dioxol-4-yl]-4-methyl-pyrrolo[2,3-d]pyrimidine